endo-4-(5-(4-(4-chlorobenzyl)-3-oxo-2-azabicyclo[3.1.0]hexan-2-yl)-1H-pyrazol-3-yl)pyridine 1-oxide ClC1=CC=C(CC2C(N(C3CC23)C2=CC(=NN2)C2=CC=[N+](C=C2)[O-])=O)C=C1